Azobis(2-cyanobutane) N(=NCC(CC)C#N)CC(CC)C#N